[1,1':4',1''-terphenyl]-2'-carbonitrile C1(=CC=CC=C1)C=1C(=CC(=CC1)C1=CC=CC=C1)C#N